ClC1=CN(C=2N=NC(=CC21)C(=O)NC2CC=1C=CC(=NC1CC2)N2CCC1C2CNC1)CC 5-chloro-7-ethyl-N-(2-{octahydropyrrolo[2,3-c]pyrrol-1-yl}-5,6,7,8-tetrahydroquinolin-6-yl)-7H-pyrrolo[2,3-c]pyridazine-3-carboxamide